tert-Butyl (3-cyano-7-fluoro-4-(5-fluoro-3-((3R,4R)-3-hydroxy-4-(4-methylpiperazin-1-yl)pyrrolidin-1-yl)-7,9-dihydrofuro[3,4-f]quinazolin-6-yl)thieno[3,2-c]pyridin-2-yl)carbamate C(#N)C1=C(SC2=C1C(=NC=C2F)C=2C1=C(C=3C=NC(=NC3C2F)N2C[C@H]([C@@H](C2)N2CCN(CC2)C)O)COC1)NC(OC(C)(C)C)=O